3-(4-(4-(hydroxymethyl)piperidin-1-yl)-3-methyl-2-oxo-2,3-dihydro-1H-benzo[d]imidazol-1-yl)piperidine-2,6-dione OCC1CCN(CC1)C1=CC=CC=2N(C(N(C21)C)=O)C2C(NC(CC2)=O)=O